4-(1-bromoethyl)-1-methoxy-2-nitrobenzene BrC(C)C1=CC(=C(C=C1)OC)[N+](=O)[O-]